N1N=NC2=NC(=CC=C21)C=2C=C(C(=O)NC=1C=NN(C1)CCCC1=CC=CC=C1)C=CC2 3-(1H-[1,2,3]triazolo[4,5-b]pyridin-5-yl)-N-(1-(3-phenylpropyl)-1H-pyrazol-4-yl)benzamide